ClC=1C=C(N)C=C(C1OC1=NC=C(C(=C1)SC)OC)Cl 3,5-dichloro-4-[(5-methoxy-4-methylsulfanyl-2-pyridinyl)oxy]aniline